1-((5-(5-(difluoromethyl)-1,3,4-oxadiazol-2-yl)pyridin-2-yl)methyl)-5-(isoxazol-4-yl)-3-(1-methylpiperidin-4-yl)-1,3-dihydro-2H-benzo[d]imidazol-2-one FC(C1=NN=C(O1)C=1C=CC(=NC1)CN1C(N(C2=C1C=CC(=C2)C=2C=NOC2)C2CCN(CC2)C)=O)F